2-(3-(2-((3-(2-hydroxyphenyl)cinnolin-6-yl)oxy)-7-azaspiro[3.5]nonan-7-yl)isoxazol-5-yl)-3-methylbutanoic acid OC1=C(C=CC=C1)C=1N=NC2=CC=C(C=C2C1)OC1CC2(C1)CCN(CC2)C2=NOC(=C2)C(C(=O)O)C(C)C